ClC=1C=CC=2N(N1)C(=CN2)C2=CC1=C(CCO1)C=C2 6-chloro-3-(2,3-dihydrobenzofuran-6-yl)imidazo[1,2-b]pyridazine